1-[3-(3-hydroxycinnolin-7-yl)azetidin-1-yl]ethanone OC=1N=NC2=CC(=CC=C2C1)C1CN(C1)C(C)=O